(R)-N-(4-(4-(2-(4,4-difluoropiperidin-1-yl)-6-methylpyrimidin-4-yl)-1H-pyrazol-1-yl)-3-(6-azaspiro[2.5]Octan-6-yl)phenyl)-1-hydroxypropane-2-sulfonamide FC1(CCN(CC1)C1=NC(=CC(=N1)C=1C=NN(C1)C1=C(C=C(C=C1)NS(=O)(=O)[C@@H](CO)C)N1CCC2(CC2)CC1)C)F